N1C=NC2=C1C=CC(=C2)OC2=NC(=NC(=N2)N)NC2=CC=C(C=C2)S(=O)(=O)N 4-((4-((1H-benzo[d]imidazol-5-yl)oxy)-6-amino-1,3,5-triazin-2-yl)amino)benzenesulfonamide